5-[(3R,4R)-3,4-difluoropyrrolidin-1-yl]sulfonyl-7-methyl-quinolin-8-ol F[C@@H]1CN(C[C@H]1F)S(=O)(=O)C1=C2C=CC=NC2=C(C(=C1)C)O